CC1(C(N(C2=NC=CC(=C21)C2=NN(C1=CC=CC=C21)[C@@H]2CN(CC2)C(=O)OC(C)(C)C)C2OCCCC2)=O)C tert-butyl (3S)-3-[3-(3,3-dimethyl-2-oxo-1-tetrahydropyran-2-yl-pyrrolo[2,3-b]pyridin-4-yl)indazol-1-yl]pyrrolidine-1-carboxylate